C\C(=C/C=O)\CCC=C(C)C (E)-3,7-dimethyloctan-2,6-dienal